CC=1SC=CC1C1=CNC(C2=CC(=CC=C12)OCC#N)=O 2-((4-(2-methylthiophen-3-yl)-1-oxo-1,2-dihydroisoquinolin-7-yl)oxy)acetonitrile